C(=O)C1=CC=C(C=C1)C12CC3(CC(CC(C1)(C3)C3=CC=C(C=C3)C=O)(C2)C2=CC=C(C=C2)C=O)C2=CC=C(C=C2)C=O 1,3,5,7-tetrakis(4-formylphenyl)adamantane